perfluoro(ethylcyclohexyl)sulfonic acid FC1(C(C(C(C(C1(F)F)(F)F)(F)F)(F)F)(C(C(F)(F)F)(F)F)S(=O)(=O)O)F